C(CCCCCCCCCCCCCCCCC)(=O)O.C(CCCCCCCCCCCCCCCCC)(=O)O.C(CCCCCCCCCCCCCCCCC)(=O)O.C(O)C(C)(CO)CO trimethylolethane tri(stearate)